FC=1C2=C(C=NC1C1=CC(=CC3=CC=C(C(=C13)C#C[Si](C(C)C)(C(C)C)C(C)C)F)OCOC)C(=NN2C)N2CC1CCCC(C2)N1C(=O)OC(C)(C)C tert-butyl 3-[7-fluoro-6-[7-fluoro-3-(methoxymethoxy)-8-(2-triisopropylsilylethynyl)-1-naphthyl]-1-methyl-pyrazolo[4,3-c]pyridin-3-yl]-3,9-diazabicyclo[3.3.1]nonane-9-carboxylate